N1NCCC(CCCCCCCC1)=O diazacyclotridecan-5-one